CC=1C=C(C=CC1)C=1OC2=C(C(C1OCCC)=O)C=CC=C2 (3-methylphenyl)-3-propoxy-4H-1-benzopyran-4-one